(S)-2-(4-(6-amino-5-oxo-4,5-dihydropyrazine-2-carbonyl)-3,3-dimethylpiperazin-1-yl)-N-(5-(2,4-difluorophenoxy)pyrazin-2-yl)propanamide NC=1C(NC=C(N1)C(=O)N1C(CN(CC1)[C@H](C(=O)NC1=NC=C(N=C1)OC1=C(C=C(C=C1)F)F)C)(C)C)=O